OC1=NC(=C2NC=NC2=N1)NCC1=CC=C(C=C1)O 2-hydroxy-6-(4-hydroxybenzenylmethylamino)purine